OC1=C(C=CC=C1)OC(C1=CC=CC=C1)=O benzoic acid-2-hydroxyphenyl ester